2-(1-(1-methyl-1H-indazol-4-yl)cyclopropyl)-3,5,6,7,8,9-hexahydro-4H-pyrimido[5,4-c]azepin-4-one CN1N=CC2=C(C=CC=C12)C1(CC1)C=1NC(C=2CNCCCC2N1)=O